C1(CCCC1)OC=1C=C(C=C2C(=NC(=NC12)NC)C)C=1C=C(C(=NC1)OC)C=1C(=C(C=CC1F)S(=O)(=O)N)F (5-(8-(cyclopentyloxy)-4-methyl-2-(methylamino)quinazolin-6-yl)-2-methoxypyridin-3-yl)-2,4-difluorobenzenesulfonamide